5-methoxy-N-[(4-methoxyphenyl)methyl]-1H-indole-2-sulfonamide COC=1C=C2C=C(NC2=CC1)S(=O)(=O)NCC1=CC=C(C=C1)OC